(R)-(7-(4-fluorobenzoyl)-8-methyl-3-(3-methyl-1,2,4-thiadiazol-5-yl)-5,6,7,8-tetrahydroimidazo[1,5-a]pyrazin-1-yl)-4-(methylamino)pyrrolidin-2-one FC1=CC=C(C(=O)N2C(C=3N(CC2)C(=NC3N3C(C[C@H](C3)NC)=O)C3=NC(=NS3)C)C)C=C1